ethyl (2R,5S)-3-(3-chloro-4-nitrophenyl)-2-(trifluoromethyl)oxazolidine-5-carboxylate ClC=1C=C(C=CC1[N+](=O)[O-])N1[C@H](O[C@@H](C1)C(=O)OCC)C(F)(F)F